zinc dimethyl disulfide CSSC.[Zn]